FC1(OC2=C(O1)C=CC=C2C2=CC=C(C=C2)SCCCC(=O)O)F 4-[4-(2,2-difluoro-benzo[1,3]dioxol-4-yl)-phenylsulfanyl]-butyric acid